N-octadecyloctadecane-1-amine C(CCCCCCCCCCCCCCCCC)NCCCCCCCCCCCCCCCCCC